[N-](S(=O)(=O)C(F)(F)F)S(=O)(=O)C(F)(F)F.C(CCCC)[NH+]1CCCCC1 1-pentylpiperidinium bis(trifluoromethanesulfonyl)imide salt